FC1=C(C=C(C=C1)[C@H]1[C@@H](C1)C=1C=NC(=NC1)C1=NC=CC=N1)N1CCCCC1 trans-5-(2-(4-Fluoro-3-(piperidin-1-yl)phenyl)cyclopropyl)-2,2'-bipyrimidine